3-diethylamino-7-ethoxycoumarin C(C)N(C=1C(OC2=CC(=CC=C2C1)OCC)=O)CC